C(C)(C)(C)N1CCC(CC1)NC(=O)C1=CC(=CC=2N(C=NC21)CC(F)(F)F)C#CCNC=2C(OC)=CC=C(C2)S(=O)(=O)C N-[1-(tert-butyl)-4-piperidyl]-6-[3-(4-mesyl-2-anisidino)-1-propynyl]-1-(2,2,2-trifluoroethyl)-1H-1,3-benzimidazole-4-carboxamide